(E)-1,4-diazepan-2-one trifluoroacetate salt FC(C(=O)O)(F)F.N1C(CNCCC1)=O